FC1=C(C(=CC(=C1)OC(C)C)F)C1=NC(=NO1)N1CCCC2=CC(=CC=C12)CNCCC(=O)O 3-(((1-(5-(2,6-difluoro-4-isopropoxyphenyl)-1,2,4-oxadiazol-3-yl)-1,2,3,4-tetrahydroquinolin-6-yl)methyl)amino)propionic acid